C(C)C(CCCCCCCC)(CCCCCCCC)CC diethyl-heptadecane